4-(2-(hexylamino)ethoxy)benzamide C(CCCCC)NCCOC1=CC=C(C(=O)N)C=C1